ClC=1C=C(C=C(C1)Cl)CC#N 2-(3,5-dichlorophenyl)acetonitrile